ClC1=C(C=C2C(=CC(N(C2=N1)C=1C(=NC=CC1C)C(C)C)=O)O)F 7-chloro-6-fluoro-4-hydroxy-1-(2-isopropyl-4-methylpyridin-3-yl)-1,8-naphthyridin-2(1H)-one